[Cl-].C[S+](CCCCCCCCCCCC)CC1=CC=CC=C1 S-methyl-benzyl-dodecylsulfonium chloride salt